FC1=C2C(C(=C(C(C2=C(C=C1)F)=O)CC1=C(C(=NC=C1)C(=O)N)C(F)(F)F)C([2H])([2H])[2H])=O ((5,8-difluoro-3-(methyl-d3)-1,4-dioxo-1,4-dihydronaphthalen-2-yl)methyl)-3-(trifluoromethyl)picolinamide